N,N-bis-(dimethylaminopropyl)-N-(3-propylaminopropyl)-amine CN(C)CCCN(CCCNCCC)CCCN(C)C